(R)-3-(3-(2-(1H-Pyrrolo[2,3-b]pyridin-3-yl)oxazol-4-yl)phenyl)-3-hydroxy-1-methylpyrrolidin-2-one N1C=C(C=2C1=NC=CC2)C=2OC=C(N2)C=2C=C(C=CC2)[C@]2(C(N(CC2)C)=O)O